C(=O)C1CCN(CC1)C1=CC=C(C=C1)C1=C(CCCC2=C1C=CC(=C2)C(=O)O)C=2C=NC=CC2 5-[4-(4-formyl-1-piperidyl)phenyl]-6-(3-pyridyl)-8,9-dihydro-7H-benzo[7]annulene-2-carboxylic acid